C(=O)C1=NC=CC(C1OC1OCCCC1)=O 2-formyl-3-tetrahydropyran-oxypyridine-4-one